O1CC(C1)NC(OC1CCC(CC1)C(N(CC12CCC(CC1)(CC2)C2=CC(=C(C=C2)OC)C)C2=NC=CC(=C2)C=2C=NN(C2)C(C)C)=O)=O 4-((4-(1-Isopropyl-1H-pyrazol-4-yl)pyridin-2-yl)((4-(4-methoxy-3-methylphenyl)bicyclo[2.2.2]octan-1-yl)methyl)carbamoyl)cyclohexyl trans-oxetan-3-ylcarbamate